N-[(4-cyano-3-fluorophenyl)-methyl]acetamid dodecyl-3-((4-imino-4-((4-(nonyloxy)phenyl)amino)butyl)thio)propanoate C(CCCCCCCCCCC)OC(CCSCCCC(NC1=CC=C(C=C1)OCCCCCCCCC)=N)=O.C(#N)C1=C(C=C(C=C1)CNC(C)=O)F